2-[(3R)-3-[1-(2,6-dioxo-3-piperidyl)-3-methyl-2-oxo-benzimidazol-5-yl]pyrrolidin-1-yl]acetic acid O=C1NC(CCC1N1C(N(C2=C1C=CC(=C2)[C@@H]2CN(CC2)CC(=O)O)C)=O)=O